ClC1=NC=C(C(=C1)C1=C(C=NC(=C1)C)C(=O)NC1=NN2C(S1)=NC(=C2)C(=O)N[C@H]2COCC2)OC (R)-2-(2'-chloro-5'-methoxy-6-methyl-[4,4'-bipyridine]-3-carboxamido)-N-(tetrahydrofuran-3-yl)imidazo[2,1-b][1,3,4]thiadiazole-6-carboxamide